tert-butyl ((S)-2,2-dicyclopropyl-1-(5-((S)-2-methoxy-1-((S)-2-oxo-4-(trifluoromethyl)imidazolidin-1-yl)ethyl)benzo[d]-oxazol-2-yl)ethyl)carbamate C1(CC1)C([C@@H](C=1OC2=C(N1)C=C(C=C2)[C@@H](COC)N2C(N[C@@H](C2)C(F)(F)F)=O)NC(OC(C)(C)C)=O)C2CC2